2-bromo-1-chlorodibenzo[b,d]furan BrC1=C(C2=C(OC3=C2C=CC=C3)C=C1)Cl